2-(3,4-dimethoxy-phenyl)-N-(2-methyl-phenyl)imidazo[1,2-a]pyrazin-3-amine COC=1C=C(C=CC1OC)C=1N=C2N(C=CN=C2)C1NC1=C(C=CC=C1)C